4-[4-[6-(cyclobutoxy)indol-1-yl]-2,6-difluoro-phenoxy]butyric acid C1(CCC1)OC1=CC=C2C=CN(C2=C1)C1=CC(=C(OCCCC(=O)O)C(=C1)F)F